4-[4-Cyano-3-hydroxy-8-(2-trifluoromethoxy-phenyl)-quinolin-2-yl]-4-oxo-butyric acid ethyl ester C(C)OC(CCC(=O)C1=NC2=C(C=CC=C2C(=C1O)C#N)C1=C(C=CC=C1)OC(F)(F)F)=O